BrC=1C(=CC(=C(OCC2N(CC2)C(=O)O)C1)[N+](=O)[O-])C.BrCCN1C=NC=C1 1-(2-bromoethyl)imidazole 2-((5-bromo-4-methyl-2-nitrophenoxy)methyl)azetidine-1-carboxylate